(S)-4-chloro-7-(2-chloro-6-fluorobenzyl)-2-((1-methylpyrrolidin-2-yl)methoxy)imidazo[2,1-f][1,2,4]triazine ClC1=NC(=NN2C1=NC=C2CC2=C(C=CC=C2F)Cl)OC[C@H]2N(CCC2)C